C(C)(C)(C)OC(=O)N[C@H]1CN(CC1)S(=O)(=O)C=1C=C2C(=CN(C2=CC1)C(C(=O)O)C)C 2-[5-[(3R)-3-(tert-butoxycarbonylamino)pyrrolidin-1-yl]sulfonyl-3-methyl-indol-1-yl]propanoic acid